CC(=CCC1=C2C(=CC=C1)NC=C2C[C@@H](C(=O)[O-])[NH3+])C The molecule is an amino acid zwitterion arising from transfer of a proton from the carboxy to the amino group of 4-(3-methylbut-2-enyl)-L-tryptophan; major species at pH 7.3. It is a tautomer of a 4-(3-methylbut-2-enyl)-L-tryptophan.